l-o-menthyl acetate C(C)(=O)OC1C(CCC(C1)C(C)C)C